3,9-bis(octadecyloxy)-2,4,8,10-tetraoxa-3,9-diphosphospiro[5.5]undecane C(CCCCCCCCCCCCCCCCC)OC1(OCC2(CO1)COC(OC2)(P(=O)=O)OCCCCCCCCCCCCCCCCCC)P(=O)=O